C(C)(=O)O[C@@H]1[C@H](O[C@H]([C@@H]([C@H]1OC(C)=O)OC(C)=O)OC1=C(C=C(C=C1)CO)C(NCCNC(=O)OC(C)(C)C)=O)C(=O)OC methyl (2S,3S,4S,5R,6S)-3,4,5-tris(acetyloxy)-6-[2-({2-[(tert-butoxycarbonyl)amino]ethyl}carbamoyl)-4-(hydroxymethyl)phenoxy]oxane-2-carboxylate